5-bromo-7-fluoro-2,3,3-trimethylisoindol-1-one BrC=1C=C2C(N(C(C2=C(C1)F)=O)C)(C)C